(thiophen-2-ylmethyl)furo[3,2-d]pyrimidin-4-amine S1C(=CC=C1)CC=1N=C(C2=C(N1)C=CO2)N